[Si](C)(C)(C)N TMS-amine